OC[C@H](C1=CC=CC=C1)NC1=NC(=NC=C1C=1OC=CN1)NC=1C=C2CCC(NC2=CC1)=O 6-[[4-[[(1S)-2-hydroxy-1-phenyl-ethyl]amino]-5-oxazol-2-yl-pyrimidin-2-yl]amino]-3,4-dihydro-1H-quinolin-2-one